ClC1=C(COC=2C=C3CCC(C3=CC2)N2CC(C2)C(=O)O)C=CC(=C1)C 1-(5-((2-chloro-4-methylbenzyl)oxy)-2,3-dihydro-1H-inden-1-yl)azetidine-3-carboxylic acid